C(C)N(CC)C1=CC=CC=2OC3=CC=CC=C3CC12 (diethylamino)xanthen